4-cyclohexyl-pyridine-2-amine C1(CCCCC1)C1=CC(=NC=C1)N